C(C1=CC=CC=C1)N(CCC1CCN(CC1)C(=O)OC(C)(C)C)C tert-Butyl 4-(2-(benzyl(methyl)amino)ethyl)piperidine-1-carboxylate